4-[[6-[[1-(4-fluorophenyl)-2-oxo-pyridine-3-carbonyl]amino]-4-methyl-3-pyridyl]oxy]-N-(1-methyl-4-piperidyl)-1,7-naphthyridine-6-carboxamide FC1=CC=C(C=C1)N1C(C(=CC=C1)C(=O)NC1=CC(=C(C=N1)OC1=CC=NC2=CN=C(C=C12)C(=O)NC1CCN(CC1)C)C)=O